4-(N,N-dimethyl-amino)phenethyl alcohol CN(C)C1=CC=C(CCO)C=C1